FC1=CC=C(C=C1)N1C(=NN=C1C=1OC=CC1)SCC(=O)NN=CC1=C(C(=CC=C1)O)O 2-[[4-(4-Fluorophenyl)-5-(furan-2-yl)-4H-1,2,4-triazol-3-yl]sulfanyl]-N'-[(2,3-dihydroxyphenyl)methylidene]acetohydrazide